2-[8-fluoro-2-[2-[[(E)-3-(4-iodophenyl)prop-2-enoyl]amino]acetyl]-3,4-dihydro-1H-isoquinolin-6-yl]acetic acid FC=1C=C(C=C2CCN(CC12)C(CNC(\C=C\C1=CC=C(C=C1)I)=O)=O)CC(=O)O